4-ethoxy-N-(3-fluoro-4-(2-ketoindolin-5-yl)phenyl)-1-(4-fluorophenyl)-2-keto-1,2-dihydropyridine-3-carboxamide C(C)OC1=C(C(N(C=C1)C1=CC=C(C=C1)F)=O)C(=O)NC1=CC(=C(C=C1)C=1C=C2CC(NC2=CC1)=O)F